[Si](C)(C)(C(C)(C)C)OCCCC=O 4-(t-butyldimethylsilyloxy)n-butyraldehyde